5-chloro-N-(3-cyclopropyl-5-(((3s,5s)-3,5-dimethylpiperazin-1-yl)methyl)-phenyl)-4-(6-methyl-1H-indol-3-yl)pyrimidin-2-amine ClC=1C(=NC(=NC1)NC1=CC(=CC(=C1)CN1C[C@@H](N[C@H](C1)C)C)C1CC1)C1=CNC2=CC(=CC=C12)C